tert-butyl (1r,2S,3S,6r,7S)-3-{[(1S)-1-carbamoyl-2-[(3S)-2-oxopyrrolidin-3-yl] ethyl] carbamoyl}-4-azatricyclo[5.2.1.0{2,6}]dec-8-ene-4-carboxylate C(N)(=O)[C@H](C[C@H]1C(NCC1)=O)NC(=O)[C@@H]1[C@H]2[C@H]3C=C[C@@H]([C@H]2CN1C(=O)OC(C)(C)C)C3